CN(C(CC=1C=C(C=NC1)NC1=CC=C(C=N1)C1=CC=C(C(=O)N(C)C)C=C1)=O)C 4-(6-((5-(2-(dimethyl-amino)-2-oxoethyl)pyridin-3-yl)amino)pyridin-3-yl)-N,N-dimethylbenzamide